methyl 4-((1-(2-fluoropyridin-4-yl)-3-(trifluoromethyl)-5,6-dihydro-1H-pyrazolo[3,4-b]pyridine-7(4H)-yl)methyl)benzoate FC1=NC=CC(=C1)N1N=C(C2=C1N(CCC2)CC2=CC=C(C(=O)OC)C=C2)C(F)(F)F